((1R)-3-methyl-1-(3-(6-phenylpyridin-3-yl)-4,5-dihydroisoxazole-5-carboxamido)butyl)boronic acid CC(C[C@H](NC(=O)C1CC(=NO1)C=1C=NC(=CC1)C1=CC=CC=C1)B(O)O)C